C(C#CC)(=O)OCC ethyl butynoate